5,7-dimethoxy-3-(3-((1-tosyl-1H-benzimidazol-2-yl)thio)propoxy)-2-(3,4,5-trimethoxyphenyl)-4H-chromen-4-one COC1=C2C(C(=C(OC2=CC(=C1)OC)C1=CC(=C(C(=C1)OC)OC)OC)OCCCSC1=NC2=C(N1S(=O)(=O)C1=CC=C(C)C=C1)C=CC=C2)=O